FC(CC1=NC2=CC=C(C=C2C(=C1C(=O)N)NC(C)C)C=1C=NC=CC1)C(C)(C)O 2-fluoro-3-hydroxy-3-methylbutyl-4-(isopropylamino)-6-(pyridin-3-yl)quinoline-3-carboxamide